hydroxynaphthone C1=CC=C2C(=C1)C=CC(C2=O)O